C([C@H](C(=O)[O-])OP(=O)([O-])[O-])O The molecule is an organophosphate oxoanion arising from deprotonation of the phosphate OH and carboxy groups of 2-phospho-D-glyceric acid; major species at pH 7.3. It has a role as a human metabolite and a Saccharomyces cerevisiae metabolite. It is an organophosphate oxoanion and a hydroxy monocarboxylic acid anion. It is a conjugate base of a 2-phospho-D-glyceric acid.